CC(=O)N[C@@H]1[C@H]([C@@H]([C@H](O[C@H]1O[C@H](CO)[C@H]([C@H](COP(=O)(O)O)O)O)CO)O)O The molecule is a disaccharide phosphate consisting of 2-O-(N-acetyl-beta-D-glucosaminyl)ribitol phosphorylated at O-1 of the ribitol residue; a 5-phosphate beta-WTA (Staphylococcus aureus Wall Teichoic Acid) analogue. It is an amino disaccharide and a disaccharide phosphate.